The molecule is a triterpenoid saponin that is (2alpha,3beta,21beta)-ursa-9(11),12-diene-2,3,21,30-tetrol attached to beta-D-glucopyranosyl residues at positions 21 and 30 respectively via glycosidic linkages. It has been isolated from the aerial parts of Lysimachia clethroides. It has a role as a plant metabolite. It is a triterpenoid saponin, a pentacyclic triterpenoid, a diol and a beta-D-glucoside. It derives from a hydride of an ursane. C[C@H]1[C@@H]([C@H](C[C@]2([C@@H]1C3=CC=C4[C@]([C@@]3(CC2)C)(CC[C@@H]5[C@@]4(C[C@H]([C@@H](C5(C)C)O)O)C)C)C)O[C@H]6[C@@H]([C@H]([C@@H]([C@H](O6)CO)O)O)O)CO[C@H]7[C@@H]([C@H]([C@@H]([C@H](O7)CO)O)O)O